COC=1C=C2CCN(CC2=CC1NC1=NC2=CC(=CC=C2C=N1)C=1C=NC(=CC1)N1N=CC=C1)C N-(6-methoxy-2-methyl-1,2,3,4-tetrahydroisoquinolin-7-yl)-7-[6-(1H-pyrazol-1-yl)pyridin-3-yl]quinazolin-2-amine